6-methoxy-2-(4-methyl-1,4-diazepan-1-yl)-N-(1-methylpiperidin-4-yl)-7-(3-morpholinopropoxy)quinazolin-4-amine COC=1C=C2C(=NC(=NC2=CC1OCCCN1CCOCC1)N1CCN(CCC1)C)NC1CCN(CC1)C